CS(=O)(=O)C=1C(=NC=CC1)N (methylsulfonyl)pyridine-2-amine